N-(4'-(benzyloxy)-3''-(trifluoromethyl)-1,2,3,6-tetrahydro-[1,1':2',1''-terphenyl]-2-yl)acetamide C(C1=CC=CC=C1)OC=1C=C(C(=CC1)C1C(CC=CC1)NC(C)=O)C1=CC(=CC=C1)C(F)(F)F